CC1(CNC=2C1=NC(=CC2CN[C@H]2COCC2)C(=O)NC2=CC(=CC=C2)C2(CC(C2)CC#N)C2=NN=CN2C)C 3,3-dimethyl-7-{[(3R)-oxolan-3-ylamino]methyl}-N-{3-[(1s,3s)-3-(cyanomethyl)-1-(4-methyl-1,2,4-triazol-3-yl)cyclobutyl]phenyl}-1H,2H-pyrrolo[3,2-b]pyridine-5-carboxamide